ethyl (S)-3-(2-((1-(2-((20-amino-2,2-dimethylicosyl)(6-methylpyridin-2-yl)carbamoyl)-5-methoxyphenyl)piperidin-4-yl)methoxy) pyridin-4-yl)-3-cyclopropylpropanoate NCCCCCCCCCCCCCCCCCCC(CN(C(=O)C1=C(C=C(C=C1)OC)N1CCC(CC1)COC1=NC=CC(=C1)[C@@H](CC(=O)OCC)C1CC1)C1=NC(=CC=C1)C)(C)C